2-(5-((E)-((1R,5S)-8-azabicyclo[3.2.1]octan-3-ylidene)methyl)-1,3,4-thiadiazol-2-yl)-5-(1H-imidazol-1-yl)phenol [C@H]12CC(C[C@H](CC1)N2)=CC2=NN=C(S2)C2=C(C=C(C=C2)N2C=NC=C2)O